NC1=C(C=2C(=NC=C(C2S1)F)C=1C2=C(C=3C=NC(=NC3C1F)N1C[C@H](CC1)N(C)C)COC2)C#N 2-Amino-4-(3-((S)-3-(dimethylamino)pyrrolidin-1-yl)-5-fluoro-7,9-dihydrofuro[3,4-f]quinazolin-6-yl)-7-fluorothieno[3,2-c]pyridine-3-carbonitrile